Tert-butyl (3R,4S)-3-methoxy-4-((2-(methylsulfonyl)-7-oxo-6-phenylpyrido[2,3-d]pyrimidin-8(7H)-yl)methyl)pyrrolidine-1-carboxylate CO[C@H]1CN(C[C@@H]1CN1C(C(=CC2=C1N=C(N=C2)S(=O)(=O)C)C2=CC=CC=C2)=O)C(=O)OC(C)(C)C